(2s,4s)-2-(4-(4-methyl-3-(trifluoromethoxy)phenyl)piperidine-1-carbonyl)-7-oxa-5-azaspiro[3.4]octan-6-one CC1=C(C=C(C=C1)C1CCN(CC1)C(=O)C1CC2(C1)NC(OC2)=O)OC(F)(F)F